pyrrolotriazineamine N1N=NC(=C2C1=CC=N2)N